tridecyl-tridecane C(CCCCCCCCCCCC)CCCCCCCCCCCCC